F[C@@H](CN1CC2(CS(C2)(=O)=O)CC1)CC1=CC=C(C=C1)C(F)(F)F (R)-6-(2-fluoro-3-(4-(trifluoromethyl)phenyl)propyl)-2-thia-6-azaspiro[3.4]octane 2,2-dioxide